2-methyl-4,5-dimercaptoimidazole CC=1NC(=C(N1)S)S